OCCC1(CN(C1)C(=O)OC(C)(C)C)C=1C=C2C(=NC=NC2=CC1)OC tert-Butyl 3-(2-hydroxyethyl)-3-(4-methoxyquinazolin-6-yl)azetidine-1-carboxylate